C(C1=CC=CC=C1)OC(=O)NC(C(=O)OC)=C1CC2(C1)CCC2 methyl 2-(((benzyloxy)carbonyl)amino)-2-(spiro[3.3]heptan-2-ylidene)acetate